N-(2-Chloro-5-hydroxy-4-(trimethylsilyl)phenyl)-4-oxo-1,4-dihydroquinoline-3-carboxamide ClC1=C(C=C(C(=C1)[Si](C)(C)C)O)NC(=O)C1=CNC2=CC=CC=C2C1=O